ClC1=NC2=CC=CC=C2N=C1N1CC2NC(C1)C2 2-chloro-3-(3,6-diazabicyclo[3.1.1]heptan-3-yl)quinoxaline